2-(3-(dimethylamino)-2,5-dioxopyrrolidin-1-yl)-N-(2-fluorobenzyl)propanamide CN(C1C(N(C(C1)=O)C(C(=O)NCC1=C(C=CC=C1)F)C)=O)C